N1CC(C1)[C@H](C(=O)N1CCC2(CC1)C(CN(C(C2)=O)C)C2=CC=CC=C2)NC(C2=C(C=CC(=C2)C(F)(F)F)F)=O N-((1R)-1-(azetidin-3-yl)-2-(9-methyl-10-oxo-7-phenyl-3,9-diazaspiro[5.5]undecan-3-yl)-2-oxoethyl)-2-fluoro-5-(trifluoromethyl)benzamide